6-(propylcarbamoyl)-2,3-dihydrospiro[chromen-4,1'-cyclopropane] C(CC)NC(=O)C=1C=C2C(=CC1)OCCC21CC1